CNCCN N-methyl-ethylenediamine